O1C(=CC=C1)CNC=1C2=C(N=C(N1)C)C(=C(S2)C[C@H](C)NC(OC(C)(C)C)=O)C tert-butyl N-[(1S)-2-[4-(2-furylmethylamino)-2,7-dimethyl-thieno[3,2-d]pyrimidin-6-yl]-1-methyl-ethyl]carbamate